B(=O)C1=CC=C(C(=O)O)C=C1 4-boroylbenzoic acid